4-amino-2,1,3-benzoselenadiazole NC1=CC=CC2=N[Se]N=C21